ClC1=CC(=C(COC2=CC=CC(=N2)C2CCN(CC2)CC2=NC3=C(N2CC=2C=NNC2)C=C(C=C3)C(=O)O)C=C1)F 2-[(4-{6-[(4-chloro-2-fluorobenzyl)oxy]pyridin-2-yl}piperidin-1-yl)methyl]-1-(1H-pyrazol-4-ylmethyl)-1H-benzimidazole-6-carboxylic acid